C(=C)C=1C(C2=CC=CC=C2C1)C=C divinylindene